ClC1=C(C(=O)N)C=CC(=C1C1=CC(=C(C=C1)Cl)C1=NC=CC=C1)C(=O)NCCCO 2-chloro-M-(4-chloro-3-(pyridin-2-yl)phenyl)-N4-(3-hydroxypropyl)terephthalamide